3-{4-fluoro-2-hydroxy-5,6-dimethyl-[1,1-biphenyl]-3-yl}propanoate FC1=C(C(=C(C(=C1C)C)C1=CC=CC=C1)O)CCC(=O)[O-]